2-(9H-carbazole-2-yl)propionic acid C1=C(C=CC=2C3=CC=CC=C3NC12)C(C(=O)O)C